9-(1-((6-chloro-2-(1-methyl-1H-1,2,4-triazol-3-yl)pyridin-3-yl)amino)ethyl)-4,7-dimethyl-2-(1-methylpiperidin-4-yl)-2,4-dihydro-5H-pyrazolo[3,4-c]isoquinolin-5-one ClC1=CC=C(C(=N1)C1=NN(C=N1)C)NC(C)C=1C=2C=3C(N(C(C2C=C(C1)C)=O)C)=NN(C3)C3CCN(CC3)C